(1R)-2-[4-(1,3-benzoxazol-2-yl)-5-hydroxy-1-methyl-6-oxopyrimidin-2-yl]-N,N-dimethyl-1-phenyl-3,4-dihydro-1H-isoquinoline-7-carboxamide O1C(=NC2=C1C=CC=C2)C=2N=C(N(C(C2O)=O)C)N2[C@@H](C1=CC(=CC=C1CC2)C(=O)N(C)C)C2=CC=CC=C2